4-(2,6-difluorophenyl)piperidine FC1=C(C(=CC=C1)F)C1CCNCC1